FC(C=1C=C(C=NC1)N1C[C@H](CC1)CN1C[C@@H](C([C@@H](C1)O)O)O)(F)F (3S,4R,5R)-1-(((R)-1-(5-(trifluoromethyl)pyridin-3-yl)pyrrolidin-3-yl)methyl)piperidine-3,4,5-triol